2-(1-(1-Methyl-1H-pyrrol-2-yl)-3-(2-((S)-2-methylazetidin-1-yl)-6-(trifluoromethyl)pyrimidin-4-yl)-3-azabicyclo[3.1.0]hexan-6-yl)acetic acid CN1C(=CC=C1)C12CN(CC2C1CC(=O)O)C1=NC(=NC(=C1)C(F)(F)F)N1[C@H](CC1)C